2-((2-((2-chloro-3-(3-chloro-2-(3-methoxy-4-((((5-oxopyrrolidin-2-yl)methyl)amino)methyl)phenyl)pyridin-4-yl)phenyl)amino)-3-fluoropyridin-4-yl)methyl)-2,6-diazaspiro[3.4]octan-7-one ClC1=C(C=CC=C1C1=C(C(=NC=C1)C1=CC(=C(C=C1)CNCC1NC(CC1)=O)OC)Cl)NC1=NC=CC(=C1F)CN1CC2(C1)CNC(C2)=O